3-methyl-5-(6-oxo-1,6-dihydropyrazin-3-yl)benzonitrile CC=1C=C(C#N)C=C(C1)C1=CNC(C=N1)=O